C1(CC1)NC1=C2N=CNC2=NC(=N1)N N6-cyclopropyl-9H-purine-2,6-diamine